2-[[(2S)-1-methylpyrrolidin-2-yl]methoxy]-6,8-dihydro-5H-pyrido[3,4-d]pyrimidine CN1[C@@H](CCC1)COC=1N=CC2=C(N1)CNCC2